N1CC(C1)C=1NC(=NC1)CNC(C1=CC=C(C=C1)C(C)(C)C)=O N-{[4-(azetidin-3-yl)-3H-imidazol-2-yl]methyl}-4-tert-butylbenzamide